C12C(CC(CC1)C2)C(C(S(=O)(=O)[O-])(F)F)(F)F.CC=2C=C(C=C(C2O)C)[S+]2CCCC2 1-(3,5-dimethyl-4-hydroxyphenyl)tetrahydrothiophenium 2-(bicyclo[2.2.1]heptan-2-yl)-1,1,2,2-tetrafluoroethanesulfonate